Cl.CNC1=NC=CC=C1 N-methylpyridin-2-amine hydrochloride